di(Oxetan-3-yl)methyldiethoxysilane O1CC(C1)C(C1COC1)[SiH](OCC)OCC